(E)-hex-3-ene-2,5-dione CC(\C=C\C(C)=O)=O